C1(=CC=C2C=CC3=CC=CC4=CC=C1C2=C34)C(=O)C3=C(C(=O)O)C=CC=C3 pyrenecarbonyl-benzoic acid